ethyl-2-ethyl-1,3-propanediol C(C)C(C(CO)CC)O